COC1=CC=C(CC2=C(C3=C(C(N(C=4C=CC=CC34)C)=O)N2)C(=O)O)C=C1 (4-methoxybenzyl)-5-methyl-4-oxo-4,5-dihydro-3H-pyrrolo[2,3-c]quinoline-1-carboxylic acid